(2,4-dichlorophenyl)methanol ClC1=C(C=CC(=C1)Cl)CO